5-(6-(((1s,4s)-4-aminocyclohexyl)(methyl)amino)pyridazin-3-yl)-6-hydroxy-2,6-dihydro-7H-pyrazolo[4,3-d]pyrimidin-7-one NC1CCC(CC1)N(C1=CC=C(N=N1)C=1N(C(C=2C(N1)=CNN2)=O)O)C